CC=1C(=NOC1)CC(C)C=1C=C(C=CC1)N1C(C2=CC=CC(=C2C1)C(F)(F)F)=O 2-(3-(1-(4-methylisoxazol-3-yl)propan-2-yl)phenyl)-4-(trifluoromethyl)isoindolin-1-one